NC1=NC2=CC=C(C=C2C=C1CO)C(=O)N(N(C1=NC=CC=N1)C)CC1=NC=C(C=C1)C(F)(F)F 2-amino-3-hydroxymethyl-N'-methyl-N'-(pyrimidin-2-yl)-N-((5-(trifluoromethyl)pyridin-2-yl)methyl)quinoline-6-carbohydrazide